C=12C3=CN=CC(OCCCNCCOC4=CC=C(NN1)C2=C4)=C3 7,14-dioxa-4,11,19,20-tetraazatetracyclo[13.5.2.12,6.018,21]tricosa-1(20),2,4,6(23),15,17,21-heptaene